(2s,3s,4s)-2-(hydroxymethyl)-1-methylpiperidine-3,4-diol OC[C@@H]1N(CC[C@@H]([C@H]1O)O)C